(2S,3S)-2-((((9H-Fluoren-9-yl)methoxy)carbonyl)amino)-3-(1H-indol-3-yl)hexanoic acid C1=CC=CC=2C3=CC=CC=C3C(C12)COC(=O)N[C@H](C(=O)O)[C@@H](CCC)C1=CNC2=CC=CC=C12